FC=1C=C(C#N)C=CC1N1CCN(CC1)C(CCC=1NC(C2=C(C=CC=C2C1)F)=O)=O 3-fluoro-4-(4-(3-(8-fluoro-1-oxo-1,2-dihydroisoquinolin-3-yl)propionyl)piperazin-1-yl)benzonitrile